tert-butyl 4-benzyl-5-(4-((7-(2-(dimethylamino) acetamido)-4-oxoquinazolin-3(4H)-yl)methyl)-4-hydroxypiperidin-1-yl)-5-oxopentylcarbamate C(C1=CC=CC=C1)C(CCCNC(OC(C)(C)C)=O)C(=O)N1CCC(CC1)(O)CN1C=NC2=CC(=CC=C2C1=O)NC(CN(C)C)=O